N-(6-(1-(3-chloro-2-oxopropyl)-7-hydroxy-1H-pyrrolo[2,3-c]pyridin-3-yl)-1-(4-fluorobenzyl)-1H-indol-4-yl)methanesulfonamide ClCC(CN1C=C(C=2C1=C(N=CC2)O)C2=CC(=C1C=CN(C1=C2)CC2=CC=C(C=C2)F)NS(=O)(=O)C)=O